C1=CC(=CC2=C1C1=C(O2)C=C2C=C3C(OC4=C3C=CC(=C4)N)=CC2=C1)N naphtho[2,3-b:6,7-b']Bis-benzofuran-3,10-diamine